3-Methoxypropyl 2-(4-ethoxyphenyl)thiazole-4-carboxylate C(C)OC1=CC=C(C=C1)C=1SC=C(N1)C(=O)OCCCOC